3-(4-Chlorophenyl)-N-(3-(3-methylpyridin-4-yl)-1H-pyrazol-5-yl)propanamide ClC1=CC=C(C=C1)CCC(=O)NC1=CC(=NN1)C1=C(C=NC=C1)C